ClC=1C=C(C(=O)NC2=C(SC=C2)C(=O)N[C@@H](CO)C2=CC=CC=C2)C=CC1O (R)-3-(3-chloro-4-hydroxybenzamido)-N-(2-hydroxy-1-phenylethyl)thiophene-2-carboxamide